C(C(=C)C)(=O)OCCOC(CCC(=O)O)=O succinic acid mono(2-methacryloxyethyl) ester